C(C)OC(=O)C=1N=C2N(C=CN=C2C2=C(C(=CC(=C2)F)F)F)C1Br 3-bromo-8-(2,3,5-trifluorophenyl)imidazo[1,2-a]pyrazine-2-carboxylic acid ethyl ester